2-(6-amino-3,5-difluoropyridin-2-yl)-2,3-dihydro-1H-isoindole-1,3-dione NC1=C(C=C(C(=N1)N1C(C2=CC=CC=C2C1=O)=O)F)F